3-(6-bromo-1H-imidazo[4,5-c]pyridin-2-yl)-N-(4-(pyridazin-3-yl)phenyl)aniline BrC1=CC2=C(C=N1)N=C(N2)C=2C=C(NC1=CC=C(C=C1)C=1N=NC=CC1)C=CC2